2-((1H-pyrazol-3-yl)methyl)-6-((4-amino-1-methyl-1H-pyrazol-3-yl)methyl)-4-methyl-4H-thiazolo[5',4':4,5]pyrrolo[2,3-d]pyridazin-5(6H)-one N1N=C(C=C1)CC=1SC2=C(N(C=3C(N(N=CC32)CC3=NN(C=C3N)C)=O)C)N1